ClC=1C=CC2=C(C=C(O2)C(=O)N2CCC(CC2)CN2COC(=N2)C2=CC=C(C=C2)Cl)C1 N-((1-(5-chlorobenzofuran-2-carbonyl)piperidin-4-yl)methyl)-5-(4-chlorophenyl)-1,3,4-oxadiazole